tert-butyl ((1H-benzo[d][1,2,3]triazol-1-yl)methyl-d2)carbamate N1(N=NC2=C1C=CC=C2)C([2H])([2H])NC(OC(C)(C)C)=O